5-(3-(1-cyclopentyl-1H-imidazol-4-yl)-2-fluoro-6-hydroxyphenyl)-1,2,5-thiadiazolidin-3-one 1,1-dioxide C1(CCCC1)N1C=NC(=C1)C=1C(=C(C(=CC1)O)N1CC(NS1(=O)=O)=O)F